(diphenyltriazinyl)[(dimethylfluorenyl)dibenzoselenophenyl]benzene tert-butyl-((1S,2S,4S)-2-(cyclobutyl(methyl)amino)-4-(3-(trifluoromethyl)-phenyl)cyclohexyl)carbamate C(C)(C)(C)N(C(O)=O)[C@@H]1[C@H](C[C@H](CC1)C1=CC(=CC=C1)C(F)(F)F)N(C)C1CCC1.C1(=CC=CC=C1)C1=C(C(=NN=N1)C1=C(C=CC=C1)C1=C(C=CC=2[Se]C3=C(C21)C=CC=C3)C3=C(C(=CC=2C1=CC=CC=C1CC32)C)C)C3=CC=CC=C3